FC=1C(=NC=C(C1)OCC1CN(C1)C)N1C(N(C=2C=NC=3C=C(C(=CC3C21)C=2C=NN(C2)C)OC)C)=O 1-[3-Fluoro-5-(1-methylazetidin-3-ylmethoxy)pyridin-2-yl]-7-methoxy-3-methyl-8-(1-methyl-1H-pyrazol-4-yl)-1,3-dihydro-imidazo[4,5-c]quinolin-2-one